C(C)OCC=1C=CC=2C(C3=CC=C(C=C3N(C2C1)C(=O)OC(C)(C)C)OCCN1CCOCC1)(C)C tert-butyl 3-(ethoxymethyl)-9,9-dimethyl-6-(2-morpholinoethoxy)acridine-10(9H)-carboxylate